NC1=NC(=C(C=2N1N=C(N2)CC2=NC=CC=C2)C2=NN(C(C=C2)=O)C)C=2C=C(C#N)C=CC2 3-(5-amino-8-(1-methyl-6-oxo-1,6-dihydropyridazin-3-yl)-2-(pyridin-2-ylmethyl)-[1,2,4]triazolo[1,5-c]pyrimidin-7-yl)benzonitrile